3,3-difluoropropionamide FC(CC(=O)N)F